n-hexyl-(trimethylsilyloxy)[(dimethylsiloxy)dimethylsiloxy]silane C(CCCCC)[SiH](O[Si](C)(C)O[SiH](C)C)O[Si](C)(C)C